ClC1=C2C(=CN(C2=CC=C1)C\C=C\[C@H]1NCCC[C@@H]1O)C(=O)O 4-chloro-1-((E)-3-((2R,3S)-3-hydroxypiperidin-2-yl)allyl)-1H-indole-3-carboxylic acid